CN1N=CC(=C1C1=CC=C(NC([C@H]([C@@H]2CCC3=CC=C(C=C23)C2=NC(=CN=C2)CCC)NC(=O)C2(CC2)F)=O)C=C1)C N-[(1S)-2-[4-(2,4-dimethylpyrazol-3-yl)anilino]-2-oxo-1-[(1R)-6-(6-propylpyrazin-2-yl)indan-1-yl]ethyl]-1-fluoro-cyclopropanecarboxamide